C1(CC1)[C@@H](CC(=O)OC(C)(C)C)C1=CC=CC=C1 tert-butyl (3R)-3-cyclopropyl-3-phenylpropanoate